4-(4-(methylthio)-1H-imidazol-1-yl)benzofuran-2-carboxylic acid CSC=1N=CN(C1)C1=CC=CC2=C1C=C(O2)C(=O)O